argon (2,2-difluorocyclopropyl)(1H-1,2,4-triazol-5-yl)methanone FC1(C(C1)C(=O)C1=NC=NN1)F.[Ar]